NC=1C=2N(C3=CC(=C(C=C3N1)F)C(=O)N([C@H]1COCC3=NC(=CC=C31)C(F)(F)F)C)C=NC2 (R)-4-amino-7-fluoro-N-methyl-N-(2-(trifluoromethyl)-5,8-dihydro-6H-pyrano[3,4-b]pyridin-5-yl)imidazo[1,5-a]quinoxaline-8-carboxamide